5-(4-fluorophenyl)-4-oxopyridin FC1=CC=C(C=C1)C=1C(CC=NC1)=O